5-methylimidazo[1,2-a]pyridine-2-carboxylic acid CC1=CC=CC=2N1C=C(N2)C(=O)O